C(#N)N1[C@H]2[C@@H](C[C@@H]1CC2)NC(=O)C2=CC=C1C(=NN(C1=C2)C)C2=NC(=CC=C2)C(F)(F)F N-((1R,2R,4S)-7-cyano-7-azabicyclo[2.2.1]heptan-2-yl)-1-methyl-3-(6-(trifluoromethyl)-2-pyridinyl)-1H-indazole-6-carboxamide